C1[C@H]([C@@H]([C@@H](C[C@]1(C(=O)[O-])O)OC(=O)/C=C/C2=CC(=C(C=C2)O)O)O)O The molecule is a hydroxy monocarboxylic acid anion that is the conjugate base of trans-5-O-caffeoyl-D-quinic acid; major species at pH 7.3. It has a role as a plant metabolite. It is a conjugate base of a trans-5-O-caffeoyl-D-quinic acid.